ClC1=C(C=C(C=C1)O)C1=C(C(=NC=2CN(CCC12)[C@@H]1CN(CCC1)C)N1CC2(CN(C2)C(C=C)=O)CC1)C#N 4-(2-chloro-5-hydroxyphenyl)-7-((3S)-1-methyl-3-piperidinyl)-2-(2-(2-propenoyl)-2,6-diazaspiro[3.4]octan-6-yl)-5,6,7,8-tetrahydro-1,7-naphthyridine-3-carbonitrile